Methyl 4-[1-[[4-[(3R)-3-(3-methylphenoxy)pyrrolidin-1-yl]tetrahydropyran-4-carbonyl]amino]cyclopropyl]benzoate CC=1C=C(O[C@H]2CN(CC2)C2(CCOCC2)C(=O)NC2(CC2)C2=CC=C(C(=O)OC)C=C2)C=CC1